FC1(CN[C@@H]2[C@H]1N(CC2)CC(C(=O)OC(C)(C)C)C)F tert-butyl 3-((cis)-6,6-difluorohexahydropyrrolo[3,2-b]pyrrol-1(2H)-yl)-2-methylpropionate